(2S,3S,4R,5R)-N-(3-Carbamoylphenyl)-3-[2-(Difluoromethoxy)-3,4-difluoro-phenyl]-4,5-dimethyl-5-(trifluoromethyl)tetrahydrofuran-2-carboxamid C(N)(=O)C=1C=C(C=CC1)NC(=O)[C@H]1O[C@]([C@@H]([C@H]1C1=C(C(=C(C=C1)F)F)OC(F)F)C)(C(F)(F)F)C